2-cyanoacetic acid C(#N)CC(=O)O